7-(bromomethyl)-4-chlorobenzofuran BrCC1=CC=C(C=2C=COC21)Cl